C(C)(C)(C)ONC(C[C@@H](C(=O)N[C@H](C(=O)OCC1=CC=CC=C1)C)NC(CCC1=CC=CC=C1)=O)=O (S)-benzyl 2-((S)-4-(tert-butoxyamino)-4-oxo-2-(3-phenylpropanamido)butanamido)propanoate